3-(9-fluoro-2-(3,3,5,5-tetrafluoropiperidine-1-carbonyl)-1,2,3,4-tetrahydro-[1,4]diazepino[6,7,1-hi]indol-7-yl)-4-(imidazo[1,2-a]pyridin-3-yl)-1H-pyrrole-2,5-dione FC=1C=C2C(=CN3C2=C(C1)CN(CC3)C(=O)N3CC(CC(C3)(F)F)(F)F)C=3C(NC(C3C3=CN=C1N3C=CC=C1)=O)=O